O[C@@H]1CN(CC1)C1=CC=CC(=N1)S(=O)(=O)NC(=O)C1(CC1)OC1=C(C=CC(=C1)C)C1=CC=C(C=C1)C(F)(F)F (S)-N-((6-(3-Hydroxypyrrolidin-1-yl)pyridin-2-yl)sulfonyl)-1-((4-methyl-4'-(trifluoromethyl)-[1,1'-biphenyl]-2-yl)oxy)cyclopropane-1-carboxamide